4,4'-diaminooctafluorobiphenyl NC1=C(C(=C(C(=C1F)F)C1=C(C(=C(C(=C1F)F)N)F)F)F)F